4-[4-[4-[3-bromopropyl-(t-butoxycarbonyl)amino]-2-oxo-pyrrolidin-1-yl]phenyl]sulfonylpiperazine-1-carboxylic acid benzyl ester C(C1=CC=CC=C1)OC(=O)N1CCN(CC1)S(=O)(=O)C1=CC=C(C=C1)N1C(CC(C1)N(C(=O)OC(C)(C)C)CCCBr)=O